4-chloro-6-fluoro-3-hydroxy-2-(1H-pyrazol-5-yl)benzonitrile ClC1=C(C(=C(C#N)C(=C1)F)C1=CC=NN1)O